N-[4-(3-cyanophenyl)-5-(2,6-dimethyl-4-pyridinyl)thiazol-2-yl]-3-(dimethylamino)azetidine-1-carboxamide C(#N)C=1C=C(C=CC1)C=1N=C(SC1C1=CC(=NC(=C1)C)C)NC(=O)N1CC(C1)N(C)C